N-(1-phenethylpiperidin-4-yl)propionamide C(CC1=CC=CC=C1)N1CCC(CC1)NC(CC)=O